(M)-6-Chloro-7-(2-cyclopropyl-3-pyridyl)-4-[(2S,5R)-2,5-dimethyl-4-prop-2-enoyl-piperazin-1-yl]-1-(2-isopropyl-4-methyl-3-pyridyl)pyrido[2,3-d]pyrimidin-2-one ClC1=CC2=C(N(C(N=C2N2[C@H](CN([C@@H](C2)C)C(C=C)=O)C)=O)C=2C(=NC=CC2C)C(C)C)N=C1C=1C(=NC=CC1)C1CC1